3-(8-(4-acetylphenyl)-2-(4-(2-(piperazin-1-yl)ethoxy)phenyl)imidazo[1,2-a]pyridin-6-yl)benzonitrile C(C)(=O)C1=CC=C(C=C1)C=1C=2N(C=C(C1)C=1C=C(C#N)C=CC1)C=C(N2)C2=CC=C(C=C2)OCCN2CCNCC2